C(C)(C)(CC)OOC(C)(C)CC bis(t-amyl) peroxide